BrC1=CC(=C(C=C1)N1C=CC=C1)[N+](=O)[O-] 1-(4-bromo-2-nitrophenyl)-1H-pyrrol